C(C=C)OC1=CC=C(C=C1)C(C=C)=O 1-(4-prop-2-enoxyphenyl)prop-2-en-1-one